C(=C)B (vinyl)-borane